C1(CC1)C=1C(=NC(=NC1)NC=1C(=NN(C1)C1CC2CCC(C1)N2C)C)NCCCN2C(COCCC2)=O 4-(3-((5-cyclopropyl-2-((3-methyl-1-(8-methyl-8-azabicyclo[3.2.1]octan-3-yl)-1H-pyrazol-4-yl)amino)pyrimidin-4-yl)amino)propyl)-1,4-oxazepan-3-one